3,5-diaminobenzenehydrazide NC=1C=C(C=C(C1)N)C(=O)NN